C(=O)=C1NC([C@@H]2CC[C@H]1N2)C(=O)OCC ethyl (1S,5R)-4-carbonyl-3,8-diazabicyclo[3.2.1]octane-2-carboxylate